3-isopropoxyphenylhydrazine hydrochloride Cl.C(C)(C)OC=1C=C(C=CC1)NN